OC1(CC1)C1=NN(C=N1)C1CC2(CN(C2)C(=O)N2CC3(C2)C[C@H](CC3)OC=3C(=CC(=NC3)C(F)(F)F)C#N)C1 5-[[(6S)-2-[6-[3-(1-hydroxycyclopropyl)-1,2,4-triazol-1-yl]-2-azaspiro[3.3]heptane-2-carbonyl]-2-azaspiro[3.4]oct-6-yl]oxy]-2-(trifluoromethyl)pyridine-4-carbonitrile